C(C)(=O)C1=CN(C2=CC=C(C=C12)C=1C=NC(=C(C1)Cl)C)CC(=O)N1[C@@H](C[C@H](C1)F)C(=O)NC=1C(=C(C=CC1)C1=C(C=CC=C1)Cl)F (2S,4R)-1-(2-(3-acetyl-5-(5-chloro-6-methylpyridin-3-yl)-1H-indol-1-yl)acetyl)-N-(2'-chloro-2-fluorobiphenyl-3-yl)-4-fluoropyrrolidine-2-carboxamide